C(C)O[Si](OCC)(OCC)CCCSSSCCC[Si](OCC)(OCC)OCC bis(triethoxysilylpropyl) trisulfide